(2,5-Dioxopyrrolidin-1-yl)3-[3-[3-(diisobutylamino)propanoylamino] propanoylamino]propanoate O=C1N(C(CC1)=O)C(C(=O)[O-])CNC(CCNC(CCN(CC(C)C)CC(C)C)=O)=O